CN1C(N(C2=NC(=NC=C12)NC1=CC=2C(=NSN2)C=C1C)C1CC2(C1)CCC2)=O 7-methyl-2-((6-methylbenzo[c][1,2,5]thiadiazol-5-yl)amino)-9-(spiro[3.3]heptan-2-yl)-7,9-dihydro-8H-purin-8-one